3-chloro-4-((1S,4R)-1-((dimethylamino)methyl)-6-azaspiro[3.4]octan-6-yl)-2,6-difluoro-N-(6-fluoropyridin-2-yl)benzenesulfonamide ClC=1C(=C(C(=CC1N1C[C@]2(CC[C@@H]2CN(C)C)CC1)F)S(=O)(=O)NC1=NC(=CC=C1)F)F